2-[(3,4-dihydro-2(1H)-isoquinolinyl)methyl]-5-[(3-nitrophenyl)methoxy]-4H-pyran-4-one C1N(CCC2=CC=CC=C12)CC=1OC=C(C(C1)=O)OCC1=CC(=CC=C1)[N+](=O)[O-]